2-((2S)-1-acryloyl-4-(6-chloro-2'-(((S)-1-methylpyrrolidin-2-yl)methoxy)-3,4,5',8'-tetrahydro-2H,6'H-spiro[naphthalene-1,7'-quinazolin]-4'-yl)piperazin-2-yl)acetonitrile C(C=C)(=O)N1[C@H](CN(CC1)C1=NC(=NC=2CC3(CCC12)CCCC1=CC(=CC=C13)Cl)OC[C@H]1N(CCC1)C)CC#N